(Z)-3-((4-methoxyphenoxy)methylene)isoindolin-1-one COC1=CC=C(O\C=C\2/NC(C3=CC=CC=C23)=O)C=C1